(3S,4S)-1-(5-(3-chloro-6-ethoxypyrazolo[1,5-a]pyridin-4-yl)pyridin-2-yl)-4-((6-methoxypyridin-3-yl)oxy)pyrrolidin-3-amine ClC=1C=NN2C1C(=CC(=C2)OCC)C=2C=CC(=NC2)N2C[C@@H]([C@H](C2)OC=2C=NC(=CC2)OC)N